BrC=1C(=NC=CC1)C#N 3-bromopicolinonitrile